methyl 2-((tert-butoxycarbonyl)amino)-3-methylbutanoate C(C)(C)(C)OC(=O)NC(C(=O)OC)C(C)C